4-methyl-2-(2-(trifluoromethyl)isonicotinamido)benzo[d]thiazole-6-carboxylic acid CC1=CC(=CC2=C1N=C(S2)NC(C2=CC(=NC=C2)C(F)(F)F)=O)C(=O)O